C12CNCC(CC1)N2C2=NC=1CCN(CC1C=C2)C(=O)NC2CCC(CC2)(F)F 2-(3,8-diazabicyclo[3.2.1]oct-8-yl)-N-(4,4-difluorocyclohexyl)-7,8-dihydro-1,6-naphthyridine-6(5H)-carboxamide